3-amino-5-methylpyrazole NC1=NNC(=C1)C